(2R,3S,4S)-2,3,4-tribenzyloxy-4-[(4R,5R)-4-(benzyloxymethyl)-2,2,5-trimethyl-1,3-dioxolane-4-yl]-1-[4-chloro-3-[(4-ethoxyphenyl)methyl]phenyl]butan-1-one C(C1=CC=CC=C1)O[C@@H](C(=O)C1=CC(=C(C=C1)Cl)CC1=CC=C(C=C1)OCC)[C@H]([C@@H]([C@@]1(OC(O[C@@H]1C)(C)C)COCC1=CC=CC=C1)OCC1=CC=CC=C1)OCC1=CC=CC=C1